C1(=CC=C(C=C1)C#CCN)C#CCN 3,3'-(1,4-phenylene)bis(prop-2-yn-1-amine)